tetrahydro-2H-pyran-3-carbaldehyde O1CC(CCC1)C=O